C(C)(=O)C1=CN(C2=CC=C(C=C12)C=1C=NC(=NC1)O[C@H]1[C@@H]2[C@H](OC1)[C@@H](CO2)O)CC(=O)OC(C)(C)C tert-Butyl 2-(3-acetyl-5-(2-((3R,3aR,6R,6aR)-6-hydroxyhexahydrofuro[3,2-b]furan-3-yloxy)pyrimidin-5-yl)-1H-indol-1-yl)acetate